(S)-N-(3-(3'-Chloro-6-methoxy-5-((((5-oxopyrrolidin-2-yl)methyl)amino)methyl)-[2,4'-bipyridin]-2'-yl)-2-methylphenyl)-5-(((2-hydroxyethyl)amino)methyl)-4-methoxypicolinamide ClC=1C(=NC=CC1C1=NC(=C(C=C1)CNC[C@H]1NC(CC1)=O)OC)C=1C(=C(C=CC1)NC(C1=NC=C(C(=C1)OC)CNCCO)=O)C